(1r,4r)-4-((5-(1-(2,2-difluoroethyl)-2-methyl-1H-imidazo[4,5-b]pyridin-6-yl)-4-(methoxy-d3)-7H-pyrrolo[2,3-d]pyrimidin-2-yl)amino)-1-methylcyclohexan-1-ol FC(CN1C(=NC2=NC=C(C=C21)C2=CNC=1N=C(N=C(C12)OC([2H])([2H])[2H])NC1CCC(CC1)(O)C)C)F